FC(OC=1C=C(CN2C=C([C@H]3[C@H](O)[C@H](O)[C@@H](CO)O3)C(NC2=O)=O)C=CC1OC(F)(F)F)(F)F 1-(3,4-bis-trifluoromethoxybenzyl)pseudouridine